Cl.NC1CN(C1)C(=O)NC1=NC(N(C=C1)C1=CC=C(C=C1)CN1CCC(CC1)N)=O 3-Amino-N-(1-(4-((4-aminopiperidin-1-yl)methyl)phenyl)-2-oxo-1,2-dihydropyrimidin-4-yl)azetidine-1-carboxamide hydrochloride salt